O[C@H](CC=1C=CC2=C(COC(O2)(C)C)C1)NC(C)(C)C 6-((R)-hydroxy-2-(tert-butylamino)-ethyl)-2,2-dimethyl-4H-benzo[1,3]dioxine